(E)-2-(2-(4-t-butylstyryl)phenyl)acetonitrile C(C)(C)(C)C1=CC=C(/C=C/C2=C(C=CC=C2)CC#N)C=C1